BrC=1C=C(C=C(C1)F)[C@@H](CO)N1C(C=C(C=C1)C=1C=C2C(=NC1)NN=C2C=2C=NN(C2)C)=O (S)-1-(1-(3-bromo-5-fluorophenyl)-2-hydroxyethyl)-4-(3-(1-methyl-1H-pyrazol-4-yl)-1H-pyrazolo[3,4-b]pyridin-5-yl)pyridin-2(1H)-one